N1CCCCCCCCCCCCCNCCCCCCCCCCCCC1 1,15-diazacyclooctacosane